carbon nickel Chromium-molybdenum-niobium [Nb].[Mo].[Cr].[Ni].[C]